(R)-4-ethyl-1-ethynyl-N-(1-methylcyclopropyl)-5-oxo-1,2,4,5-tetrahydroimidazo[1,2-a]quinazoline-7-sulfonamide C(C)N1C=2N(C3=CC=C(C=C3C1=O)S(=O)(=O)NC1(CC1)C)[C@@H](CN2)C#C